(2R)-2-{6-[5-chloro-2-(phenylamino)pyrimidin-4-yl]-1-oxo-2,3-dihydro-1H-isoindol-2-yl}-N-[(1S)-2-hydroxy-1-(3-methylphenyl)ethyl]propanamide ClC=1C(=NC(=NC1)NC1=CC=CC=C1)C1=CC=C2CN(C(C2=C1)=O)[C@@H](C(=O)N[C@H](CO)C1=CC(=CC=C1)C)C